7-(difluoromethyl)-6-(1-methyl-1H-pyrazol-4-yl)-1-(7-(1-methyl-1H-pyrazol-4-yl)-5H-pyrrolo[2,3-b]pyrazin-2-yl)-1,2,3,4-tetrahydroquinoline FC(C1=C(C=C2CCCN(C2=C1)C=1N=C2C(=NC1)NC=C2C=2C=NN(C2)C)C=2C=NN(C2)C)F